ethyl 3-ethylsulfonyl-5-(trifluoromethyl)pyrazolo[1,5-a]pyridine-2-carboxylate C(C)S(=O)(=O)C=1C(=NN2C1C=C(C=C2)C(F)(F)F)C(=O)OCC